Cl.CC1=NC(=NO1)C=1C=C2CCC(C2=CC1)N 5-(5-methyl-1,2,4-oxadiazol-3-yl)-2,3-dihydro-1H-inden-1-amine hydrochloride